O=C1N(C2=C(OC1)C=C(C=C2)NC2=CC=C(C=C2)N2CCC(CC2)C(F)(F)F)NC(C(C)(C)C)=O N-(3-oxo-7-((4-(4-(trifluoromethyl)piperidin-1-yl)phenyl)amino)-2,3-dihydro-4H-benzo[b][1,4]oxazin-4-yl)pivalamide